methyl 1-(5-(1-(2,6-dichlorophenyl)azetidin-3-yl)-2,3-dihydro-1H-inden-1-yl)pyrrolidine-3-carboxylate ClC1=C(C(=CC=C1)Cl)N1CC(C1)C=1C=C2CCC(C2=CC1)N1CC(CC1)C(=O)OC